O=C(C=O)C1=CC=NC=C1 2-OXO-2-(PYRIDIN-4-YL)ACETALDEHYDE